CN(CCNC(C(CCSCCC(=O)OCCCCCCCC)NC(C(CCCCCCCCCC)CCCCCCCC)=O)=O)C octyl 3-((4-((2-(dimethylamino)ethyl)amino)-3-(2-octyldodecanamido)-4-oxobutyl)thio)propanoate